1-(2-fluoro-5-(trifluoromethyl)phenyl)guanidine hydrochloride Cl.FC1=C(C=C(C=C1)C(F)(F)F)NC(=N)N